ClC1=C(C=CC=C1)N1CCN(C2=CC=CC=C12)C(CCN1CCN(CC1)C)=O 1-(4-(2-chlorophenyl)-3,4-dihydroquinoxaline-1(2H)-yl)-3-(4-methylpiperazin-1-yl)propan-1-one